O1CCN(CC1)C(CC)S(=O)(=O)O morpholino-1-propanesulfonic acid